C(\C=C\C1=CC(OC)=C(O)C=C1)(=O)[O-].[K+].[Sb+3].C(\C=C\C1=CC(OC)=C(O)C=C1)(=O)[O-].C(\C=C\C1=CC(OC)=C(O)C=C1)(=O)[O-].C(\C=C\C1=CC(OC)=C(O)C=C1)(=O)[O-] antimony potassium ferulate